astatine monohydrochloride Cl.[At]